FC(COC=1C=2N(C=C(N1)C1=CC(=NC=C1OC)[C@@H](C)N(S(=O)C(C)(C)C)CC)C=CN2)(CC=C)F N-((R)-1-(4-(8-((2,2-difluoropent-4-en-1-yl)oxy)imidazo[1,2-a]pyrazin-6-yl)-5-methoxypyridin-2-yl)ethyl)-N-ethyl-2-methylpropane-2-sulfinamide